CN1C(CCC1)=O.[N] nitrogen Methyl-Pyrrolidone